p-toluenesulfonyl-acetone hydrazone CC1=CC=C(C=C1)S(=O)(=O)CC(C)=NN